O1CC(NC12CCC1(OCC(N1)(CO)CO)CC2)(CO)CO (±)-(1,9-dioxa-4,12-diazadispiro[4.2.48.25]tetradecane-3,3,11,11-tetrayl)tetramethanol